N[C@H](C(=O)N1[C@@H]([C@H]2C([C@H]2C1)(C)C)C(=O)OC(C)(C)C)C(C)(C)C tert-butyl (1R,2S,5S)-3-[(2S)-2-amino-3,3-dimethyl-butanoyl]-6,6-dimethyl-3-azabicyclo[3.1.0]hexane-2-carboxylate